8-methyl-3-[1-(2,2,3,3,3-pentafluoropropyl)-1H-pyrazol-4-yl]2-(trifluoromethyl)-4H-pyrimido[1,2-b]pyridazin-4-one CC1=CC=2N(N=C1)C(C(=C(N2)C(F)(F)F)C=2C=NN(C2)CC(C(F)(F)F)(F)F)=O